BrC1=CC=2C3(C4=CC(=CC=C4OC2C=C1)C#N)C=1C=CC=CC1C=1C2=C(C=CC13)C=CC=C2 2'-bromospiro[benzo[c]fluorene-7,9'-xanthene]-7'-carbonitrile